6-chloro-7-fluoro-N-[5-(2-fluoroethoxy)-4-methoxy-pyrimidin-2-yl]-1H-indole-3-sulfonamide ClC1=CC=C2C(=CNC2=C1F)S(=O)(=O)NC1=NC=C(C(=N1)OC)OCCF